2-{5,7-diiodo-2-[(3R)-3-methylmorpholin-4-yl]imidazo[1,5-b]pyridazin-4-yl}-2-methylpropanenitrile IC=1N=C(N2N=C(C=C(C21)C(C#N)(C)C)N2[C@@H](COCC2)C)I